ClC=1C=CC(=C(C1)N[C@H](C(=O)OCC)CCC)[N+](=O)[O-] Ethyl (S)-2-((5-chloro-2-nitrophenyl)amino)pentanoate